C1(=CC=CC=C1)[B-](C1=CC=CC=C1)(C1=CC=CC=C1)C1=CC=CC=C1.C1(=CC=CC=C1)[I+]C1=C(C=CC=C1)C1=CC(=CC=C1)C(C)C phenyl-(3-isopropylphenyl-phenyl)iodonium tetraphenylborate